COCCNC(=O)C1=CC(=NN1[C@@H](C)C1=CC=CC=C1)C(=O)NC (S)-N5-(2-Methoxyethyl)-N3-methyl-1-(1-phenylethyl)-1H-pyrazole-3,5-dicarboxamide